C12CN(CC(CC1)O2)C=2SC1=C(N2)C=CC(=C1C(=O)N[C@@H]1[C@H]2CC[C@@H]([C@@H]1C(NC1=CC(=C(C=C1)F)C(F)(F)F)=O)C2)OC 2-(8-Oxa-3-azabicyclo[3.2.1]octan-3-yl)-N-((1S,2R,3S,4R)-3-((4-fluoro-3-(trifluoromethyl)phenyl)carbamoyl)bicyclo[2.2.1]heptan-2-yl)-6-methoxybenzo[d]thiazole-7-carboxamide